1-(4-methoxyphenyl)-1-propyne COC1=CC=C(C=C1)C#CC